FC1=CC=C(C=C1)N1N=CC=2C1=NC(=NC2NC(=O)C=2SC(=CC2)[N+](=O)[O-])C=2C=NC(=CC2)N(C)CCOC N-(1-(4-fluorophenyl)-6-(6-((2-methoxyethyl)(methyl)amino)pyridin-3-yl)-1H-pyrazolo[3,4-d]pyrimidin-4-yl)-5-nitrothiophene-2-carboxamide